ethyl (1S,3aR,6aS)-2-(9-hydroxy-9H-fluorene-9-carbonyl)octahydrocyclopenta[c]pyrrole-1-carboxylate OC1(C2=CC=CC=C2C=2C=CC=CC12)C(=O)N1[C@@H]([C@@H]2[C@H](C1)CCC2)C(=O)OCC